(piperidin-4-yl)cinnoline hydrochloride Cl.N1CCC(CC1)C=1N=NC2=CC=CC=C2C1